(2S,4S)-4-(4-(3-amino-1H-indazol-6-yl)-1H-1,2,3-triazol-1-yl)-N-(4-bromophenyl)pyrrolidine-2-carboxamide NC1=NNC2=CC(=CC=C12)C=1N=NN(C1)[C@H]1C[C@H](NC1)C(=O)NC1=CC=C(C=C1)Br